P(O)(O)(=S)O[C@H]1[C@H]([C@@H](O[C@@H]1CO)N1C(=O)NC(=O)C(=C1)C)OCC#C O-propargyl-5-methyluridine-3'-phosphorothioate